3-Bromo-N-(2,2,2-trifluoroethyl)-4-[[4-(trifluoromethyl)phenyl]methylamino]benzenesulfonamide BrC=1C=C(C=CC1NCC1=CC=C(C=C1)C(F)(F)F)S(=O)(=O)NCC(F)(F)F